N-ethyl-N-((2-chlorothiazol-5-yl)methyl)-6-methylsulfanyl-3-nitropyridin-2-amine C(C)N(C1=NC(=CC=C1[N+](=O)[O-])SC)CC1=CN=C(S1)Cl